1-(4-Fluoro-2-methylphenyl)-3-(6-methoxy-2-methylpyridin-3-yl)-7-(oxetan-3-yl)-2,3-dihydroquinazolin-4(1H)-one FC1=CC(=C(C=C1)N1CN(C(C2=CC=C(C=C12)C1COC1)=O)C=1C(=NC(=CC1)OC)C)C